Tert-butyl 4-((tetrahydro-2H-pyran-4-yl)amino)piperidine-1-carboxylate O1CCC(CC1)NC1CCN(CC1)C(=O)OC(C)(C)C